CN1C=CC2=C1N=CN=C2ON(C2=CC=CC=C2)CC2=CC=C(C=C2)C(F)(F)F ((7-methyl-7H-pyrrolo[2,3-D]pyrimidin-4-yl)oxy)-N-(4-(trifluoromethyl)benzyl)aniline